C(C)(C)(C)OC(=O)N[C@@H](C)C(=O)OCCCCCCCCCCCC dodecyl (tert-butoxycarbonyl)-L-alaninate